2-((2S,4S)-1-acryloyl-4-(6-fluoro-7-(4-fluoro-3-methylphenyl)-8-methyl-4-(((S)-1-methylpyrrolidin-2-yl)methoxy)-1H-[1,2,3]triazolo[4,5-c]quinolin-1-yl)piperidin-2-yl)acetonitrile C(C=C)(=O)N1[C@@H](C[C@H](CC1)N1N=NC=2C(=NC=3C(=C(C(=CC3C21)C)C2=CC(=C(C=C2)F)C)F)OC[C@H]2N(CCC2)C)CC#N